N-(1H-benzimidazol-2-yl)-2-(4-(pyridin-2-yl)phenyl)acetamide N1C(=NC2=C1C=CC=C2)NC(CC2=CC=C(C=C2)C2=NC=CC=C2)=O